CC=1C=C2C(=CNC2=CC1)CC(CCCC)N 1-(5-methyl-1H-indol-3-yl)hexane-2-amine